C(C)(=O)O.C(C)C(=O)N(C)C ethyl-N,N-dimethylformamide acetate